(2-(4,4-difluoropiperidin-1-yl)-1,5-naphthyridin-4-yl)-4-(2-hydroxyethylsulfonylamino)-2-(6-azaspiro[2.5]oct-6-yl)benzamide FC1(CCN(CC1)C1=NC2=CC=CN=C2C(=C1)C=1C(=C(C(=O)N)C=CC1NS(=O)(=O)CCO)N1CCC2(CC2)CC1)F